2-fluoro-N-methyl-4-(piperazin-1-yl)benzamide hydrochloride Cl.FC1=C(C(=O)NC)C=CC(=C1)N1CCNCC1